6-{1-amino-7-azaspiro[3.5]nonan-7-yl}-3-(2,3-dichlorophenyl)-2-methyl-3,4-dihydropyrimidin-4-one NC1CCC12CCN(CC2)C2=CC(N(C(=N2)C)C2=C(C(=CC=C2)Cl)Cl)=O